pyrazolo[1,5-a][1,3,5]triazine-2,4-diamine N=1C=2N(C(=NC1N)N)N=CC2